FC1=CC2=C(NC(CCS2(=O)=O)=O)C=C1 8-fluoro-1,1-dioxo-2,3-dihydro-1λ6,5-benzothiazepin-4-one